ClC=1C=C(C=CC1)C(NC(=O)C1=CN(C=C1)C1=NC(=NC=C1C)NC1=CC2=C(OC(O2)(F)F)C=C1)C#N N-((3-chlorophenyl)(cyano)methyl)-1-(2-((2,2-difluorobenzo[d][1,3]dioxol-5-yl)amino)-5-methylpyrimidin-4-yl)-1H-pyrrole-3-amide